C(#N)C1=C(OC=2C=C3C(N(C=NC3=CC2)C=2C=NC(=NC2)N2CCN(CC2)C(=O)OC(C)(C)C)=O)C(=CC=C1NS(=O)(=O)N1C[C@@H](CC1)OC)F tert-butyl 4-[5-[6-[2-cyano-6-fluoro-3-[[(3R)-3-methoxypyrrolidin-1-yl]sulfonylamino]phenoxy]-4-oxo-quinazolin-3-yl]pyrimidin-2-yl]piperazine-1-carboxylate